1-methyl-3,4-dihydro-2H-quinoxaline CN1CCNC2=CC=CC=C12